C(C)(=O)C(CCCCC[C@H](C\C=C/CCCCCCCC(=O)O)O)(C(C)=O)C(C)=O triacetyl-ricinoleic acid